C(C)(C)(C)OC(=O)N[C@H](C(=O)O)C(C#C)(C)C (2S)-2-[(tert-butoxycarbonyl)amino]-3,3-dimethylpent-4-ynoic acid